BrC(CC(=C)[C@H]1CC=C(C(C1)=O)C)(F)F (S)-5-(4-bromo-4,4-difluorobut-1-en-2-yl)-2-methylcyclohex-2-en-1-one